C(=O)O.O1C2=C(NC(C1)=O)N=CC=N2 2H-pyrazino[2,3-b][1,4]oxazin-3(4H)-one formate salt